(4R)-4-[3-[3-[5-(4-Chloro-2-fluoro-phenyl)-2-pyridyl]azetidin-1-yl]-3-oxo-propyl]oxazolidin-2-one ClC1=CC(=C(C=C1)C=1C=CC(=NC1)C1CN(C1)C(CC[C@H]1NC(OC1)=O)=O)F